Cl.N[C@H](C(C1CC1)C1CC1)C=1OC2=C(N1)C=C(C=C2)[C@@H](COC)N2C(N[C@@H](C2)C(F)(F)F)=O (S)-1-((S)-1-(2-((R)-1-amino-2,2-dicyclopropyl-ethyl)benzo[d]oxazol-5-yl)-2-methoxyethyl)-4-(trifluoromethyl)imidazolidin-2-one hydrochloride